The molecule is a divalent inorganic anion obtained by removal of both protons from thiosulfuric acid. It has a role as a human metabolite. It is a sulfur oxoanion, a sulfur oxide and a divalent inorganic anion. It is a conjugate base of a thiosulfate(1-). [O-]S(=O)(=S)[O-]